CC1(CCCCC1)COC1=CC=C(CC2C(NC(S2)=O)=O)C=C1 5-[4-(1-methylcyclohexylmethoxy)-benzyl]thiazolidine-2,4-dione